N-({3-nitro-4-[(tetrahydrofuran-3-ylmethyl)amino]phenyl}sulfonyl)-2-(1H-pyrrolo[2,3-b]pyridin-5-yloxy)benzamide [N+](=O)([O-])C=1C=C(C=CC1NCC1COCC1)S(=O)(=O)NC(C1=C(C=CC=C1)OC=1C=C2C(=NC1)NC=C2)=O